C(C)(C)(C)OC(=O)N1CCN(CC1)C=1C=C2CN3[C@@H](C2=CC1)CNC[C@H]3C 4-[(4R,10bS)-4-methyl-1,2,3,4,6,10b-hexahydropyrazino[2,1-a]isoindol-8-yl]piperazine-1-carboxylic acid tert-butyl ester